BrC1=CC=2C(C3=CC(=CC=C3C2C=C1)O)(C)C 2-Bromo-7-hydroxy-9,9-dimethylfluorene